NCC[C@H]1NC(=C2C(=N1)NC=C2)NC(=O)C2=CNCCS2 N-((1R,2S)-2-Amino-2,3-dihydro-ethyl-7H-pyrrolo[2,3-d]pyrimidin-4-yl)-3,4-dihydro-2H-1,4-thiazine-6-carboxamide